N=1C=NN2C1C=CC(=C2)C2=CC(=NN2C2=NC(=CC=C2)C)CC(=O)NC2=C(C=CC(=C2)F)F 5-([1,2,4]triazolo[1,5-a]pyridin-6-yl)-N-(2,5-difluorophenyl)-1-(6-methylpyridin-2-yl)-1H-pyrazole-3-carboxyamide